N-[2-(5-Hydroxy-2-methyl-1H-indol-3-yl)ethyl]acetamide OC=1C=C2C(=C(NC2=CC1)C)CCNC(C)=O